BrC=1C=NC2=CC=C(C=C2C1)C=1C=NN(C1C1=NC(=CC=C1)C)C1OCCCC1 3-Bromo-6-(5-(6-methylpyridin-2-yl)-1-(tetrahydro-2H-pyran-2-yl)-1H-pyrazol-4-yl)quinoline